1-methyl-6-(8-oxo-5,6,7,8-tetrahydroisoquinolin-4-yl)-3,4-dihydroquinolin-2(1H)-one CN1C(CCC2=CC(=CC=C12)C1=CN=CC=2C(CCCC12)=O)=O